2-(imidazo[1,2-a]pyridin-8-yl)-9H-fluoren-9-one N=1C=CN2C1C(=CC=C2)C2=CC=1C(C3=CC=CC=C3C1C=C2)=O